CN1CCN(CC1)CC1C(C1)C(=O)N 2-[(4-methylpiperazin-1-yl)methyl]cyclopropane-1-carboxamide